acetamidoheptanoic acid C(C)(=O)NC(C(=O)O)CCCCC